Pentylamine hydrochloride Cl.C(CCCC)N